3-(3-bromophenyl)-1-(3,4-dimethylphenyl)-8-methoxy-pyrazolo[4,3-c]quinoline BrC=1C=C(C=CC1)C1=NN(C2=C1C=NC=1C=CC(=CC21)OC)C2=CC(=C(C=C2)C)C